(2S,5R)-3-(4-amino-2-fluorophenethyl)-2-(1-(4-fluorophenyl)-3-(furan-3-yl)-1H-pyrazol-4-yl)-5-methyloxazolidin-4-one NC1=CC(=C(CCN2[C@@H](O[C@@H](C2=O)C)C=2C(=NN(C2)C2=CC=C(C=C2)F)C2=COC=C2)C=C1)F